CP(C1=CC=CC=C1)C Dimethyl-phenylphosphin